3-(4-((4-((2-METHYL-1H-IMIDAZOL-1-YL)METHYL)BENZYL)OXY)-1-OXOISOINDOLIN-2-YL)PIPERIDINE-2,6-DIONE CC=1N(C=CN1)CC1=CC=C(COC2=C3CN(C(C3=CC=C2)=O)C2C(NC(CC2)=O)=O)C=C1